1-(2,5-difluoropyridin-3-yl)ethanol FC1=NC=C(C=C1C(C)O)F